COC=1C=C(C(=O)N=S(C2=NC=CC=C2)(=O)C)C=CC1C1=NOC(=N1)C(F)(F)F 3-methoxy-N-(methyl-(oxo)(pyridin-2-yl)-lambda6-sulfanylidene)-4-(5-(trifluoromethyl)-1,2,4-oxadiazol-3-yl)benzamide